CC(C=O)CCCCC(C=O)C 2,7-dimethyloctanedioaldehyde